3-nitro-6,7,8,9-tetrahydro-5h-5,8-epoxycyclohepta[b]pyridine [N+](=O)([O-])C=1C=C2C(=NC1)CC1CCC2O1